N1CCC(CC1)N1C(=NC2=C1C=CC(=C2)C(F)(F)F)C(F)(F)F 1-(piperidin-4-yl)-2,5-bis(trifluoromethyl)-1H-benzo[d]imidazole